N,N-bis(cis-4-sec-butylcyclohexyl)-5-(cis-4-tert-butylcyclohexylcarbonylamino)-isophthalamide C(C)(CC)[C@H]1CC[C@H](CC1)N(C(C1=CC(C(=O)N)=CC(=C1)NC(=O)[C@@H]1CC[C@@H](CC1)C(C)(C)C)=O)[C@@H]1CC[C@@H](CC1)C(C)CC